ClC1=C(C=C(C=C1)NC(=O)[C@H]1[C@H]2[C@@H]3C[C@@H]3[C@@H]([C@@H]1C1=CC(=NC=C1)C)O2)C#N (1S,2S,4R,5R,6R,7S)-N-(4-chloro-3-cyanophenyl)-7-(2-methylpyridin-4-yl)-8-oxatricyclo[3.2.1.02,4]octane-6-carboxamide